C1(=CC=C(CC1)C(C)C)C cis-menthadiene